ClC=1C(=CC2=C(C[C@@](O2)([C@H]2NCCC2)C2=CC=CC=C2)C1C=1C(=CC2=C(C1F)OCC1=NN(C=C12)C)C#N)F (S)-7-((S)-5-Chloro-6-fluoro-2-phenyl-2-((S)-pyrrolidin-2-yl)-2,3-dihydrobenzofuran-4-yl)-6-fluoro-2-methyl-2,4-dihydrochromeno[3,4-c]pyrazole-8-carbonitrile